5-(benzyloxy)-N-[4-(hydroxymethyl)oxan-4-yl]-2-methyl-2H-indazole-3-carboxamide C(C1=CC=CC=C1)OC1=CC2=C(N(N=C2C=C1)C)C(=O)NC1(CCOCC1)CO